4-Chloro-6-(ethyl-(isopropyl)amino)picolinic acid methyl ester COC(C1=NC(=CC(=C1)Cl)N(C(C)C)CC)=O